FC(C#CC=1C=CC2=C(N(C([C@H](CC2)NC(=O)C2=NC=CC(=C2)OC2=CC=CC=C2)=O)C)N1)(C1COC1)F (S)-N-(2-(3,3-difluoro-3-(oxetan-3-yl)prop-1-yn-1-yl)-9-methyl-8-oxo-6,7,8,9-tetrahydro-5H-pyrido[2,3-b]azepin-7-yl)-4-phenoxypyridineamide